2,3-dimethyloctanoic acid CC(C(=O)O)C(CCCCC)C